ClC1=C(C=C(C=C1)C1=CC(=CC=C1)C=O)C(=O)O 4-Chloro-3'-formyl-[1,1'-biphenyl]-3-carboxylic acid